1-(2-iodophenylsulfonyl)-3-(4-methoxy-6-methyl-1,3,5-triazin-2-yl)urea IC1=C(C=CC=C1)S(=O)(=O)NC(=O)NC1=NC(=NC(=N1)OC)C